FC1=CC(=CS1)O 5-fluoro-3-hydroxythiophene